O1C=CC2=C1C=C(C=C2)[C@H](CCB2OC(C(O2)(C)C)(C)C)NC(C(C)(C)C)=O (S)-N-(1-(benzofuran-6-yl)-3-(4,4,5,5-tetramethyl-1,3,2-dioxaborolan-2-yl)propyl)pivaloamide